C(#N)C=1C=C(C=CC1)N1N=C(C=C1)[C@@H](C(=O)NC1=NNC(=C1)C1CC1)C (S)-2-(1-(3-cyanophenyl)-1H-pyrazol-3-yl)-N-(5-cyclopropyl-1H-pyrazol-3-yl)propanamide